COC=1C(=C(C=CC1)B(O)O)OC Dimethoxybenzeneboronic acid